bis-(4-amino-3-methyl-cyclohexyl)methane NC1C(CC(CC1)CC1CC(C(CC1)N)C)C